NC1=NC=2C=C(C(=CC2C2=C1[C@H](OC2)C)C(=O)N(CC=2N=NC(=CC2)OCC(F)(F)F)CC2CC2)F (3R)-4-amino-N-(cyclopropylmethyl)-7-fluoro-3-methyl-N-((6-(2,2,2-trifluoroethoxy)-3-pyridazinyl)methyl)-1,3-dihydrofuro[3,4-c]quinoline-8-carboxamide